FC(C(=O)N1CC(C1)N1C(N(C2=NC=CC(=C21)N2CC1(CN(C1)C)C2)C=2C=NC(=CC2)C(F)(F)F)=O)=C 1-[1-(2-fluoroacryloyl)azetidin-3-yl]-7-(2-methyl-2,6-diazaspiro[3.3]hept-6-yl)-3-[6-(trifluoromethyl)pyridin-3-yl]-2,3-dihydro-1H-imidazo[4,5-b]pyridin-2-one